ClC1=CC(=C(COC2=CC=CC(=N2)C2CCN(CC2)CC=2N(C(=CN2)C#CC(=O)[O-])CC)C=C1)F 2-((4-(6-((4-chloro-2-fluorobenzyl) oxy) pyridin-2-yl) piperidin-1-yl) methyl)-1-methylmethyl-1H-imidazol-5-yl-propiolate